N-(1-(1-(1H-1,2,3-triazol-1-yl)isoquinolin-4-yl)ethyl)-2-methylpropan-1-amine N1(N=NC=C1)C1=NC=C(C2=CC=CC=C12)C(C)NCC(C)C